2-(ethylsulfonyl)thiazolo[4,5-f]quinoxaline C(C)S(=O)(=O)C=1SC=2C(=C3N=CC=NC3=CC2)N1